C(C1=CC=CC=C1)ONC1CN(C1)C1=CC(=C2C(C(=CN(C2=N1)C1=NC=NS1)C(=O)O)=O)C 7-{3-[(benzyloxy)amino]azetidin-1-yl}-5-methyl-4-oxo-1-(1,2,4-thiadiazol-5-yl)-1,4-dihydro-1,8-naphthyridine-3-carboxylic acid